FC=1C(=NC=CC1)C1=CNC2=NC=CC(=C21)N2C[C@H](CCC2)NC (3S)-1-[3-(3-fluoro-2-pyridyl)-1H-pyrrolo[2,3-b]pyridin-4-yl]-N-methyl-piperidin-3-amine